2-(3-(1-(4-methyl-4H-1,2,4-triazol-3-yl)ethyl)phenyl)-6-(((1-methylcyclobutyl)amino)methyl)-4-(trifluoromethyl)isoindolin-1-one CN1C(=NN=C1)C(C)C=1C=C(C=CC1)N1C(C2=CC(=CC(=C2C1)C(F)(F)F)CNC1(CCC1)C)=O